NC1=NC=CC(=C1)OC1=C(C=C(C=C1)NC(=O)C=1C=NN(C1C(F)(F)F)C1=NC=CC=C1F)F N-(4-((2-aminopyridine-4-yl)oxy)-3-fluorophenyl)-1-(3-fluoropyridin-2-yl)-5-(trifluoromethyl)-1H-pyrazole-4-carboxamide